FC=1C=C(C=C(C1)[N+](=O)[O-])NCC(CO)O 3-[(3-fluoro-5-nitrophenyl)amino]propane-1,2-diol